methyl 2-chloro-6-(2-hydroxypropan-2-yl)pyrimidine-4-carboxylate ClC1=NC(=CC(=N1)C(=O)OC)C(C)(C)O